tert-butyl 2-(6-amino-2,4-dioxo-1,2,3,4-tetrahydropyrimidin-5-yl)acetate NC1=C(C(NC(N1)=O)=O)CC(=O)OC(C)(C)C